4-[(1S)-1-(5-fluoro-2-pyridyl)-2-hydroxy-ethoxy]-6-[5-methyl-1-(1-prop-2-enoyl-4-piperidyl)pyrazol-4-yl]pyrazolo[1,5-a]pyridine-3-carbonitrile FC=1C=CC(=NC1)[C@@H](CO)OC=1C=2N(C=C(C1)C=1C=NN(C1C)C1CCN(CC1)C(C=C)=O)N=CC2C#N